3-(4-methylphenyl)-4-n-propyltricyclo[4.2.1.02,5]non-3,7-diene CC1=CC=C(C=C1)C=1C2C3C=CC(C2C1CCC)C3